(2R,3S,4S,5R)-4-[[3-[2-(difluoromethoxy)-3,4-difluoro-phenyl]-4,5-dimethyl-5-(trifluoromethyl)tetrahydrofuran-2-carbonyl]amino]pyridine-2-carboxamide FC(OC1=C(C=CC(=C1F)F)[C@H]1[C@@H](O[C@]([C@H]1C)(C(F)(F)F)C)C(=O)NC1=CC(=NC=C1)C(=O)N)F